C(CCC)C1=C(C=O)C=CC=C1 2-normal butylbenzaldehyde